C(CCC)C1CN(C2=C(S(C1(F)F)(=O)=O)C=C(C(=C2)SC)O/C=C/C(=O)OC(C)(C)C)C2=CC=CC=C2 tert-butyl (E)-3-((3-butyl-2,2-difluoro-7-(methylthio)-1,1-dioxido-5-phenyl-2,3,4,5-tetrahydrobenzo[b][1,4]thiazepin-8-yl)oxy)acrylate